3-(9-((4-(aminomethyl)-2,6-dimethylphenyl)carbamoyl)-4,5-dihydrobenzo[b]thieno[2,3-d]oxepin-8-yl)-6-(((1S,2R,4R)-bicyclo[2.2.1]heptan-2-yl)carbamoyl)picolinic acid NCC1=CC(=C(C(=C1)C)NC(=O)C1=CC2=C(OCCC3=C2SC=C3)C=C1C=1C(=NC(=CC1)C(N[C@H]1[C@H]3CC[C@@H](C1)C3)=O)C(=O)O)C